C1(CCCC1)[C@H]1[C@H](C=2C=CC(=CC2C(C1)(F)F)O)C1=CC=C(C=C1)N1CCC(CC1)C(OC)OC (5S,6S)-6-cyclopentyl-5-(4-(4-(dimethoxymethyl)piperidin-1-yl)phenyl)-8,8-difluoro-5,6,7,8-tetrahydronaphthalen-2-ol